3-((3S,4R)-2-oxo-4-vinylpiperidin-3-yl)propanoate O=C1NCC[C@@H]([C@@H]1CCC(=O)[O-])C=C